Mono-n-octyltitanium oxide [O-2].C(CCCCCCC)[Ti+3].[O-2].[O-2].C(CCCCCCC)[Ti+3]